(2S)-2-[methyl-(benzenesulfonyl)amino]-N,N-bis(2-thienylmethyl)hexanamide CN([C@H](C(=O)N(CC=1SC=CC1)CC=1SC=CC1)CCCC)S(=O)(=O)C1=CC=CC=C1